methyl 5-(2,3-difluoro-6-(2-morpholinothiazol-4-yl)phenoxy)pentanoate FC1=C(OCCCCC(=O)OC)C(=CC=C1F)C=1N=C(SC1)N1CCOCC1